tert-Butyl (5-((6-(3,5-dichlorophenyl)-4-((methylamino)methyl)pyridin-2-yl)oxy)pyrimidin-2-yl)piperazine-1-carboxylate ClC=1C=C(C=C(C1)Cl)C1=CC(=CC(=N1)OC=1C=NC(=NC1)C1N(CCNC1)C(=O)OC(C)(C)C)CNC